cis-5-[8-(Dimethylamino)-2-oxo-8-phenyl-1,3-diazaspiro[4.5]decan-3-yl]pyrimidine-2-carbonitrile CN(C1(CCC2(CN(C(N2)=O)C=2C=NC(=NC2)C#N)CC1)C1=CC=CC=C1)C